NC1=NC(=CC(=N1)OC1=C(C=C(C#N)C=C1F)F)C(F)(F)F 4-[2-Amino-6-(trifluoromethyl)pyrimidin-4-yl]oxy-3,5-difluoro-benzonitrile